N,N'-((((3-hydroxy-cyclobutyl)methyl)-azanediyl)bis-(octane-8,1-diyl))-bis(N-decyldecan-amide) OC1CC(C1)CN(CCCCCCCCN(C(CCCCCCCCC)=O)CCCCCCCCCC)CCCCCCCCN(C(CCCCCCCCC)=O)CCCCCCCCCC